tert-butyl 4-((4-(trifluoromethyl)phenoxy)methyl)piperidine-1-carboxylate FC(C1=CC=C(OCC2CCN(CC2)C(=O)OC(C)(C)C)C=C1)(F)F